C(=O)(OC(C)(C)C)N1CCC(CC1)CCN 2-(N-Boc-4-piperidinyl)ethylamine